1-(6-(8-((3-methyl-4-((1-methyl-1H-benzo[d][1,2,3]triazol-5-yl)oxy)phenyl)amino)pyrimido[5,4-d]pyrimidin-2-yl)-3,6-diazabicyclo[3.1.1]heptan-3-yl)prop-2-en-1-one CC=1C=C(C=CC1OC1=CC2=C(N(N=N2)C)C=C1)NC1=NC=NC2=C1N=C(N=C2)N2C1CN(CC2C1)C(C=C)=O